COC1=NC(=NC(=C1)OC)N1C(SC2=C1C=C(C(=C2)F)NN)=O 3-(4,6-dimethoxypyrimidin-2-yl)-6-fluoro-5-hydrazinobenzothiazol-2(3H)-one